C(C)(C)(C)OC(=O)N1CC(C1)CN1N=C(N=C1)C1=C(C(=CC=C1)N)OC 3-((3-(3-Amino-2-methoxyphenyl)-1H-1,2,4-triazol-1-yl)methyl)azetidine-1-carboxylic acid tert-butyl ester